F[B-](F)(F)F.CN(C)C(=[N+]1N=[N+](C2=C1C=CC=C2)[O-])N(C)C 1-[Bis(dimethyl-amino)methylene]-1H-benzotriazolium 3-oxide tetrafluoroborate